BrC=1C(=C(C=CC1)NC(=O)C1=NN2C([C@H](CCC2)N2C[C@@H](CC2)O)=C1)Cl (4S)-N-(3-bromo-2-chloro-phenyl)-4-[(3R)-3-hydroxypyrrolidin-1-yl]-4,5,6,7-tetrahydropyrazolo[1,5-a]pyridine-2-carboxamide